COC(=O)C1=NN(C(=C1)C)CC1=CC=C(C=C1)C(F)(F)F 5-methyl-1-(4-(trifluoromethyl)benzyl)-1H-pyrazole-3-carboxylic acid methyl ester